FC(=C(CC(C)C)C1=CC=C(C=C1)C1=CC=CC=C1)F 4-(1,1-difluoro-4-methylpent-1-en-2-yl)-1,1'-biphenyl